(2R,3S,4R,5S)-3-(2-methylphenyl)-4-(5-chloro-2-fluorophenyl)-4-cyano-5-neopentylpyrrolidine-2-carboxylic acid tert-butyl ester C(C)(C)(C)OC(=O)[C@@H]1N[C@H]([C@]([C@@H]1C1=C(C=CC=C1)C)(C#N)C1=C(C=CC(=C1)Cl)F)CC(C)(C)C